NN1C=NC=C2C1=C(N=N2)NC2=CC=C(C=C2)F 4-amino-3-(p-fluorophenylamino)-pyrazolo[3,4]pyrimidine